BrC1=CC(=NC=C1)OCC1=CC=NC=C1 4-Bromo-2-(pyridin-4-ylmethoxy)pyridine